C12C(CC(CC1)C2)NCCCS(=O)(=O)O 3-(2-norbornyl)aminopropan-1-sulfonic acid